4-(5-(3,5-dimethylisoxazol-4-yl)-1-(2-methoxypyrimidin-5-yl)-1H-pyrrolo[2,3-b]pyridin-3-yl)-3-(trifluoromethoxy)benzoic acid CC1=NOC(=C1C=1C=C2C(=NC1)N(C=C2C2=C(C=C(C(=O)O)C=C2)OC(F)(F)F)C=2C=NC(=NC2)OC)C